4-chloro-2-[3-(3-chlorophenyl)ureido]-N-(2-hydroxy-ethyl)benzamide ClC1=CC(=C(C(=O)NCCO)C=C1)NC(=O)NC1=CC(=CC=C1)Cl